2-amino-6-(4-tert-butylphenyl)-4-methyl-pyridine NC1=NC(=CC(=C1)C)C1=CC=C(C=C1)C(C)(C)C